ClC=1C=C(C=NC1N1N=CC=N1)NC(=O)C1=NN2C(C3=CC=CC=C3CC2)=C1C(F)(F)F N-(5-chloro-6-(2H-1,2,3-triazol-2-yl)pyridin-3-yl)-1-(trifluoromethyl)-5,6-dihydropyrazolo[5,1-a]isoquinoline-2-carboxamide